OCCC(=O)N1CC(NC2=CC(=C(C=C12)C)C)=O 4-(3-hydroxypropanoyl)-6,7-dimethyl-3,4-dihydroquinoxalin-2(1H)-one